C[C@@H]1CN(CCO1)C(=O)C=1C=C2C(=NC1)N(N=C2)C2=CC(=CC=C2)C2=NN=CN2C2OCCCC2 [(2R)-2-methylmorpholin-4-yl]-[1-[3-(4-tetrahydropyran-2-yl-1,2,4-triazol-3-yl)phenyl]pyrazolo[3,4-b]pyridin-5-yl]methanone